6-(2,8-dimethylimidazo[1,2-b]pyridazin-6-yl)-4-fluoro-2-(piperidin-4-yl)benzo[d]thiazole hydrochloride Cl.CC=1N=C2N(N=C(C=C2C)C2=CC3=C(N=C(S3)C3CCNCC3)C(=C2)F)C1